C1(CC1)[C@H](C(C)(C)O)N1CC2=NC=CC(=C2C1=O)C1=CC=C(C=C1)C=1C=NN(C1)C (R)-6-(1-cyclopropyl-2-hydroxy-2-methylpropyl)-4-(4-(1-methyl-1H-pyrazol-4-yl)phenyl)-6,7-dihydro-5H-pyrrolo[3,4-b]pyridin-5-one